5-bromo-2,4-dichloroaniline BrC=1C(=CC(=C(N)C1)Cl)Cl